diaminopropionic acid N-palmityl-N-oleyl amide trihydrochloride Cl.Cl.Cl.C(CCCCCCCCCCCCCCC)N(C(C(C)(N)N)=O)CCCCCCCC\C=C/CCCCCCCC